(1-(2-fluoro-5-((4-oxo-3,4-dihydrophthalazine-1-yl)methyl)benzoyl)azetidine-3-yl)methyl methansulfonate CS(=O)(=O)OCC1CN(C1)C(C1=C(C=CC(=C1)CC1=NNC(C2=CC=CC=C12)=O)F)=O